C(C(C)C)S(=O)C1=CC=C(C=C1)B(O)O 4-(ISOBUTYLSULFINYL)PHENYLBORONIC ACID